ClC1=C(OCC(=O)N2CC3N(C(C4=C(NC3=O)C=CC(=C4)C4=CC(=CC(=C4)C(F)(F)F)C)=O)CC2)C=CC(=C1)OC(F)(F)F 2-(2-(2-chloro-4-(trifluoromethoxy)phenoxy)acetyl)-8-(3-methyl-5-(trifluoromethyl)phenyl)-1,3,4,12a-tetrahydrobenzo[e]pyrazino[1,2-a][1,4]diazepine-6,12(2H,11H)-dione